C(CCCCCCCCCCC)OC(CO)OCCCCCC hexoxyethylene glycol mono-n-dodecyl ether